methyl 2-(8-chloro-2H-chromenyl)-2-hydroxy-2-p-bromophenylacetate ClC=1C=CC=C2C=CC(OC12)C(C(=O)OC)(C1=CC=C(C=C1)Br)O